5-(4-isopropoxyphenyl)-1,3-cyclohexanedione C(C)(C)OC1=CC=C(C=C1)C1CC(CC(C1)=O)=O